C(CCC(=O)OCC(F)F)(=O)OCC(F)F Bis(2,2-difluoroethyl) succinate